OCCOCCN1C(CCCCC1)=O N-(2-(2-hydroxyethoxy)ethyl)-caprolactam